FC1([C@H](CN(CC1)CC1=CC(=NC=C1)C(NC1=CC=C(C=C1)C1=CC2=C(N=CN=C2N2CCOCC2)N1COCC[Si](C)(C)C)=O)NC(OC(C)(C)C)=O)F tert-butyl (S)-(4,4-difluoro-1-((2-((4-(4-morpholino-7-((2-(trimethylsilyl)ethoxy)methyl)-7H-pyrrolo[2,3-d]pyrimidin-6-yl)phenyl)carbamoyl)pyridin-4-yl)methyl)piperidin-3-yl)carbamate